[Na].[Na].CC1=C(C(=CC(=C1)NC(CC1=CC=C(C=C1)S(=O)(=O)C)=O)C)C1=C(C=CC=C1)OC(F)(F)F N-(2,6-dimethyl-2'-(trifluoromethoxy)-[1,1'-biphenyl]-4-yl)-2-(4-(methylsulfonyl)phenyl)acetamide Disodium